2-Benzyloxy-6-methylbiphenyl-3'-carboxylic acid C(C1=CC=CC=C1)OC1=C(C(=CC=C1)C)C1=CC(=CC=C1)C(=O)O